FC1=C(CN2CCN(CCN(CCN(CC2)CC(=O)O)CC(=O)O)CC(=O)O)C(=CC=C1)F 2,2',2''-(10-(2,6-difluorobenzyl)-1,4,7,10-tetraazacyclododecane-1,4,7-triyl)triacetic acid